OCCC(=O)OCC(COC(CCO)=O)(COCC(COC(CCO)=O)(COC(CCO)=O)COC(CCO)=O)COC(CCO)=O dipentaerythritol hexa(3-hydroxypropionate)